(Z)-2-(2,6-dimethyl-4-(3-(4-(methylsulfanyl)phenyl)-3-oxoprop-1-en-1-yl)phenoxy)-2-methylpropanoic acid CC1=C(OC(C(=O)O)(C)C)C(=CC(=C1)\C=C/C(=O)C1=CC=C(C=C1)SC)C